Cl.C(C1=CC=CC=C1)N(CC(=O)C=1SC=CC1)C 2-(benzyl(methyl)amino)-1-(thiophen-2-yl)ethan-1-one hydrogen chloride